4-[4-[(7-Chlorocarbonyl-5,6-dihydropyrimido[4,5-e]indolizin-2-yl)amino]-3-methyl-phenyl]piperazine-1-carboxylic acid benzyl ester C(C1=CC=CC=C1)OC(=O)N1CCN(CC1)C1=CC(=C(C=C1)NC=1N=CC2=C(N3C=CC(=C3CC2)C(=O)Cl)N1)C